C(C)(C)(C)OC([C@H](CCC(=O)NCCCC[C@H](NC(CCC#C)=O)C(=O)O)NC(CCCCCCCCCCCCCCC)=O)=O N6-((S)-5-(tert-butoxy)-5-oxo-4-palmitamidopentanoyl)-N2-(pent-4-ynoyl)-L-lysine